3,6-di(4-chlorophenyl)-pyrrolopyrrole ClC1=CC=C(C=C1)C=1C=NC2=C(C=NC21)C2=CC=C(C=C2)Cl